4-[(2-FLUOROPHENYL)AMINO]-3-(PROPAN-2-YL)-3H-IMIDAZO[4,5-C]PYRIDIN FC1=C(C=CC=C1)NC1=NC=CC2=C1N(C=N2)C(C)C